nickel gadoleate C(CCCCCCC\C=C/CCCCCCCCCC)(=O)[O-].[Ni+2].C(CCCCCCC\C=C/CCCCCCCCCC)(=O)[O-]